2',4'-dihydroxy-6'-methylacetophenone OC1=C(C(=CC(=C1)O)C)C(C)=O